(E)-N-(4-(1-(6-(4-(8-(2-(2,6-dioxopiperidin-3-yl)-1-oxoisoindoline-4-yl)oct-7-yn-1-yl)piperazin-1-yl)pyridazin-3-carbonyl)piperidin-4-yl)butyl)-3-(pyridin-3-yl)acrylamide O=C1NC(CCC1N1C(C2=CC=CC(=C2C1)C#CCCCCCCN1CCN(CC1)C1=CC=C(N=N1)C(=O)N1CCC(CC1)CCCCNC(\C=C\C=1C=NC=CC1)=O)=O)=O